4,4,4-trifluoro-N,N-dimethylbutane-1-ylideneammonium S-propyl-4-methylbenzenethiosulfonate C(CC)S=S(=O)([O-])C1=CC=C(C=C1)C.FC(CCC=[N+](C)C)(F)F